ethyl (2S)-2-[(3-ethylisoxazole-4-carbonyl)amino]-2-(4-methylcyclohexyl)acetate C(C)C1=NOC=C1C(=O)N[C@H](C(=O)OCC)C1CCC(CC1)C